mercaptocaproic acid amide SC(C(=O)N)CCCC